Benzyl 4-(4-(2-aminoethoxy)phenyl)butylcarbamate Hydrochloric Acid Salt Cl.NCCOC1=CC=C(C=C1)CCCCNC(OCC1=CC=CC=C1)=O